4-((1R,5R,6R)-6-((tert-butyldimethylsilyl)oxy)-3-azabicyclo[3.2.1]octan-3-yl)-2,7-dichloro-8-fluoropyrido[4,3-d]pyrimidine [Si](C)(C)(C(C)(C)C)O[C@H]1[C@H]2CN(C[C@@H](C1)C2)C=2C1=C(N=C(N2)Cl)C(=C(N=C1)Cl)F